N-(3,4,5-trihydroxybenzyloxy)phthalimide zinc-bismuth [Bi].[Zn].OC=1C=C(CON2C(C=3C(C2=O)=CC=CC3)=O)C=C(C1O)O